N-glycylglycine NCC(=O)NCC(=O)O